9-[3-(Dimethylamino)propylamino]-9-oxononanoic acid CN(CCCNC(CCCCCCCC(=O)O)=O)C